1-[5-(4-formylphenyl)pyrimidin-2-yl]pyrazole-4-carboxylic acid C(=O)C1=CC=C(C=C1)C=1C=NC(=NC1)N1N=CC(=C1)C(=O)O